N[C@H]1[C@@H]2N(C[C@H]1CC2)C(=O)C2=CC1=C(N(C(=N1)C1=CC=3C(=NC(=CC3)C3=CC(=C(C=C3)O)F)N1CC1CC1)C)C(=C2)OC 4-(2-{5-[(1R,4R,7R)-7-amino-2-azabicyclo[2.2.1]heptane-2-carbonyl]-7-methoxy-1-methyl-1H-1,3-benzodiazol-2-yl}-1-(cyclopropylmethyl)-1H-pyrrolo[2,3-b]pyridin-6-yl)-2-fluorophenol